C(CCC)OC=1N=C(C2=C(N1)C=C(C(N2)=O)CCCCCN2CCCC2)NCC2=CC=C(C=C2)OC 2-butoxy-4-((4-methoxybenzyl)amino)-7-(5-(pyrrolidin-1-yl)pentyl)pyrido[3,2-d]pyrimidin-6(5H)-one